C(C(C)C)(=O)OC(C(=O)[O-])(C)C isobutyryloxyisobutyrate